C(N)(=O)C1CCC(CC1)N1C2=NC(=NC=C2N=C1NC1=C(C=CC=C1Cl)Cl)N[C@H]1CN(CCC1)C(=O)OC (R)-methyl 3-(9-((1s,4S)-4-carbamoylcyclohexyl)-8-(2,6-dichlorophenylamino)-9H-purin-2-ylamino)piperidine-1-carboxylate